(1,1-dimethyl-2-propynyl)(2-propenyl)ethylphosphonic acid CC(C#C)(C)C(CP(O)(O)=O)CC=C